CC1=NC(=CC=C1O[C@@H]1C[C@H](CCC1)C(=O)O)C=1N=NN(C1NC(=O)OCCC(F)(F)F)C (1S,3S)-3-((2-methyl-6-(1-methyl-5-(((3,3,3-trifluoropropoxy)carbonyl)amino)-1H-1,2,3-triazol-4-yl)pyridin-3-yl)oxy)cyclohexane-1-carboxylic acid